1-(6-ethoxy-5-methoxypyridin-2-yl)-2-(methylsulfonyl)vinylamine C(C)OC1=C(C=CC(=N1)C(=CS(=O)(=O)C)N)OC